(E)-3-(cyclobutylamino)acrylonitrile C1(CCC1)N/C=C/C#N